ClC=1C=C2CO[C@]3(O[C@@H]([C@H]([C@@H]([C@H]3O)O)O)C)C2=CC1CC1=CC=C(S1)CC(=O)NCC 2-(5-(((1S,3'R,4'S,5'S,6'R)-5-Chloro-3',4',5'-trihydroxy-6'-methyl-3',4',5',6'-tetrahydro-3H-spiro[isobenzofuran-1,2'-pyran]-6-yl)methyl)-thiophen-2-yl)-N-ethylacetamid